1-(4-bromo-5-ethyl-1-methyl-1H-pyrazol-3-yl)-4-(morpholin-4-yl)butan-1-one BrC=1C(=NN(C1CC)C)C(CCCN1CCOCC1)=O